1-(3-cyano-4,6-bis(trifluoromethyl)pyridin-2-yl)-5-(trifluoromethyl)-1H-pyrazole-3-carboxylic acid C(#N)C=1C(=NC(=CC1C(F)(F)F)C(F)(F)F)N1N=C(C=C1C(F)(F)F)C(=O)O